N1=C(C=CC=C1)C1=CC(=CC(=C1)C1=C(C(=C(C(=C1F)F)F)F)F)C1=NC=CC=C1 1,3-bis(pyridin-2-yl)-5-(2,3,4,5,6-pentafluorophenyl)benzene